3-[4-[3-[4-[4-(2-Methylpropyl)piperazin-1-yl]phenyl]-3-oxoprop-1-enyl]phenyl]prop-2-enoic acid CC(CN1CCN(CC1)C1=CC=C(C=C1)C(C=CC1=CC=C(C=C1)C=CC(=O)O)=O)C